isobutyl acrylate (1-methylpropyl acrylate) CC(CC)C(C(=O)O)=C.C(C=C)(=O)OCC(C)C